2-(tetrahydropyran-4-ylamino)benzamide O1CCC(CC1)NC1=C(C(=O)N)C=CC=C1